2-(2,6-dimethylpyridin-4-yl)-3-methyl-6-(6-(4-methylpiperazin-1-yl)pyridin-3-yl)-1H-indole CC1=NC(=CC(=C1)C=1NC2=CC(=CC=C2C1C)C=1C=NC(=CC1)N1CCN(CC1)C)C